ClC=1C=C(C=CC1F)NC(=O)C1=C(N=C2N1CCC2)C2CC1CC(CC1C2)O N-(3-Chloro-4-fluorophenyl)-2-(5-hydroxyoctahydropentalen-2-yl)-6,7-dihydro-5H-pyrrolo[1,2-a]imidazole-3-carboxamide